N1=CC(=CC=C1)C1=CC(=CC=C1)C1=CC=CC=C1 (3-pyridyl)-3-phenylbenzene